OC1CN(C1)C(=O)O[C@@H]1CC[C@H](CC1)C(N(C1=NC=CC(=C1)C=1C=NN(C1)C(C)C)C[C@@H]1CC[C@H](CC1)C1=NC(=C(C=C1)OC)C#N)=O trans-4-(((trans-4-(6-Cyano-5-methoxypyridin-2-yl)cyclohexyl)methyl)(4-(1-isopropyl-1H-pyrazol-4-yl)pyridin-2-yl)carbamoyl)cyclohexyl 3-hydroxyazetidine-1-carboxylate